tert-butyl 3-(2-ethoxy-2-oxoethyl)-3-methylazetidine-1-carboxylate C(C)OC(CC1(CN(C1)C(=O)OC(C)(C)C)C)=O